OCC=1C(=NC=CC1)NC=1N=C(N=NC1C(=O)N)NC=1C=C2CCN(CC2=CC1OC)C ((3-(hydroxymethyl)pyridin-2-yl)amino)-3-((7-methoxy-2-methyl-1,2,3,4-tetrahydroisoquinolin-6-yl)amino)-1,2,4-triazine-6-carboxamide